N2-allyl-N2-(4-methoxybenzyl)pyrimidine-2,4-diamine C(C=C)N(C1=NC=CC(=N1)N)CC1=CC=C(C=C1)OC